5-Bromo-3-methyl-benzofuran BrC=1C=CC2=C(C(=CO2)C)C1